2-(3-methyl-phenyl)ethyl acrylate C(C=C)(=O)OCCC1=CC(=CC=C1)C